C(C=C)(=O)N1C[C@@H]2COC3=C(C(N2CC1)=O)C(=NC(=C3Cl)C3=C(C=CC=C3)F)N3CC(CC3(C)C)N3CC(CC3)(F)F (6aR)-8-acryloyl-4-chloro-1-(3,3-difluoro-5',5'-dimethyl-[1,3'-bipyrrolidin]-1'-yl)-3-(2-fluorophenyl)-6,6a,7,8,9,10-hexahydro-12H-pyrazino[2,1-c]pyrido[3,4-f][1,4]oxazepin-12-one